ICCCCCCI 1,6-Di-iodohexane